COC(=O)C1=C(N(C(C=2C=C(C(=NC12)OC)C)=O)C1=C(C(=CC=C1C)OCOC)C)N 7-amino-2-methoxy-6-(3-(methoxymethoxy)-2,6-dimethylphenyl)-3-methyl-5-oxo-5,6-dihydro-1,6-naphthyridine-8-carboxylic acid methyl ester